CC1=C(OC=2CCC3=CN(N=C3C21)CC=2N=NC=CC2)C(=O)NC[C@H]2OCCC2 8-Methyl-N-{[(2S)-oxolan-2-yl]methyl}-2-[(pyridazin-3-yl)methyl]-4,5-dihydro-2H-furo[2,3-g]indazol-7-carboxamid